6-chloro-N-(2-chlorophenyl)-N-methylpyridine-2-carboxamide ClC1=CC=CC(=N1)C(=O)N(C)C1=C(C=CC=C1)Cl